1-[2-cyano-1-(3-trifluoromethoxy-phenyl)-ethyl]-3-spiro[3.3]hept-2-yl-urea C(#N)CC(C1=CC(=CC=C1)OC(F)(F)F)NC(=O)NC1CC2(C1)CCC2